octadecyl-dimethyl-(gamma-trimethoxysilylpropyl)ammonium iodide [I-].C(CCCCCCCCCCCCCCCCC)[N+](CCC[Si](OC)(OC)OC)(C)C